C(CCC)OC12CC3(CC(CC(C1)C3)C2)NCC(=O)N2[C@@H](CCC2)C#N (2S)-1-((3-butoxyadamantan-1-yl)glycyl)pyrrolidine-2-carbonitrile